1-((S or R)-1-(5-fluoro-4-methyl-6-((1R,5S)-2-oxo-3-azabicyclo[3.1.0]hexan-3-yl)pyridin-3-yl)ethyl)-1H-1,2,3-triazole-4-carboxamide FC=1C(=C(C=NC1N1C([C@@H]2C[C@@H]2C1)=O)[C@H](C)N1N=NC(=C1)C(=O)N)C |o1:14|